3-(5,6-Difluoropyridin-2-yl)-1-(2-methoxypyrimidin-5-yl)-1-((5-(trifluoromethyl)-1H-pyrazol-3-yl)methyl)urea FC=1C=CC(=NC1F)NC(N(CC1=NNC(=C1)C(F)(F)F)C=1C=NC(=NC1)OC)=O